C(C)(C)(C)OC(=O)N1C(OC[C@@H]1C1=CC(=C(C=C1)Cl)C1=NNC=C1)(C)C (S)-4-(4-chloro-3-(1H-pyrazol-3-yl)phenyl)-2,2-dimethyl-oxazolidine-3-carboxylic acid tert-butyl ester